CN1C(C=2N(CC(C1)C(=O)OCC)N=C1C2CN(CC1)C(=O)OC(C)(C)C)=O 2-tert-Butyl 8-ethyl 10-methyl-11-oxo-3,4,8,9,10,11-hexahydro-1H-pyrido[4',3':3,4]-pyrazolo[1,5-a][1,4]diazepine-2,8(7H)-dicarboxylate